O1C=NC2=C1C=CC(=C2)OC2CC(C2)CO ((1s,3s)-3-(benzo[d]oxazol-5-yloxy)cyclobutyl)methanol